1-(2-methylthieno[2,3-b]pyridin-6-yl)ethan-1-one CC1=CC=2C(=NC(=CC2)C(C)=O)S1